CC1(CCC=2C(=NNC2C1)C1=NC=2C(=NC=C(C2)N(C(C(=C)C2CCOCC2)=O)CC)N1)C (R)-N-(2-(6,6-Dimethyl-4,5,6,7-tetrahydro-1H-indazol-3-yl)-3H-imidazo[4,5-b]pyridin-6-yl)-N-ethyl-2-(tetrahydro-2H-pyran-4-yl)propenamide